N-(2,4-difluoro-3-(((3-methyl-4-(1-methylpiperidin-4-yl)-1H-pyrazolo[3,4-b]pyridin-5-yl)oxy)methyl)phenyl)-5-fluoro-2-methoxypyridine-3-sulfonamide FC1=C(C=CC(=C1COC=1C(=C2C(=NC1)NN=C2C)C2CCN(CC2)C)F)NS(=O)(=O)C=2C(=NC=C(C2)F)OC